C(C)(C)(C)[Si](C1=CC=CC=C1)(C1=CC=CC=C1)OCCCC=C tert-butyl(pent-4-en-1-yloxy)diphenylsilane